C(C)OC1CCC(CC1)N1N=C(C(=C1)C1=C(N=C(S1)C=1C=NNC1)C(=O)N)C1=NC=CC=N1 (1-((1r,4r)-4-ethoxycyclohexyl)-3-(pyrimidin-2-yl)-1H-pyrazol-4-yl)-2-(1H-pyrazol-4-yl)thiazole-4-carboxamide